tert-butyl ((3-fluoro-4-((5-((1s,3s)-3-(hydroxymethyl)cyclobutyl)pyrimidin-2-yl)amino)phenyl)sulfonyl)carbamate FC=1C=C(C=CC1NC1=NC=C(C=N1)C1CC(C1)CO)S(=O)(=O)NC(OC(C)(C)C)=O